NCC(C1=CC=CC=C1)N1N=CC(=C1)C1=C(C(=NC=N1)N)C1=CC=C(C=C1)Cl 6-[1-(2-amino-1-phenylethyl)-1H-pyrazol-4-yl]-5-(p-chlorophenyl)-4-pyrimidinamine